O[C@@H]1C[C@H](N(C1)C(C(C(C)C)C1=CC(=NO1)N1CCC(CC1)C(=O)O)=O)C(N[C@@H](C)C1=CC=C(C=C1)C1=C(N=CS1)C)=O 1-(5-(1-((2S,4R)-4-hydroxy-2-(((S)-1-(4-(4-methylthiazol-5-yl)phenyl)ethyl)carbamoyl)pyrrolidin-1-yl)-3-methyl-1-oxobutan-2-yl)isoxazol-3-yl)piperidine-4-carboxylic acid